6-fluoro-N-((3S,4S)-3-fluoro-1-(oxetan-3-yl)piperidin-4-yl)-5-(1-(2-fluoroethyl)-1H-benzo[d][1,2,3]triazol-6-yl)-4-methoxypyrrolo[2,1-f][1,2,4]triazin-2-amine FC=1C(=C2C(=NC(=NN2C1)N[C@@H]1[C@H](CN(CC1)C1COC1)F)OC)C=1C=CC2=C(N(N=N2)CCF)C1